N-methyl-2-(4-{4-[2-(trifluoromethoxy)ethoxy]phenyl}piperazin-1-yl)ethanamine CNCCN1CCN(CC1)C1=CC=C(C=C1)OCCOC(F)(F)F